1-(4-fluoro-3-(trifluoromethoxy)phenyl)ethan-1-one FC1=C(C=C(C=C1)C(C)=O)OC(F)(F)F